ClC=1C=C(C=C(C1)NS(=O)(=O)CC)NC(=O)C=1SC(=C(C1)C1=NC=C(C=C1F)N1CC(C1)C(F)(F)F)C N-(3-chloro-5-(ethylsulfonamido)phenyl)-4-(3-fluoro-5-(3-(trifluoromethyl)azetidin-1-yl)pyridin-2-yl)-5-methylthiophene-2-carboxamide